NC=1C(=NC=C(C1)C(=O)N(C)C)C=1C=NC=C(C1)C1=CC=NC2=CC(=CC=C12)C#N amino-5'-(7-cyanoquinolin-4-yl)-N,N-dimethyl-[2,3'-bipyridine]-5-carboxamide